C(C)(C)(C)OC(=O)N1C[C@@H](C[C@@H](C1)F)NC(CCCBr)=O (3R,5S)-3-(4-bromobutyrylamino)-5-fluoropiperidine-1-carboxylic acid tert-butyl ester